(3R)-N,N-dimethyl-1-[1-(4-Nitrophenyl)pyrazol-4-yl]pyrrolidin-3-amine CN([C@H]1CN(CC1)C=1C=NN(C1)C1=CC=C(C=C1)[N+](=O)[O-])C